5-chloro-thiophene-2-sulfonic acid [5-chloro-2-(2-fluoro-6-methoxy-benzoyl)-pyridin-3-yl]-amide ClC=1C=C(C(=NC1)C(C1=C(C=CC=C1OC)F)=O)NS(=O)(=O)C=1SC(=CC1)Cl